C1(=C(C=CC=C1)C1=C(C(=C2C=3C(=C(C(=C(C3CC2=C1)N(C1=C(C(=CC=2C3=CC=CC=C3CC12)C)C)C1=C(C=CC=C1)C1=CC=CC=C1)C1=CC=CC=C1)C1=CC=CC=C1)C(C)(C)C)C1=C(C(=C(C=2C3=CC=CC=C3CC12)C(C)(C)C)C1=CC=CC=C1)C1=CC=CC=C1)C1=C(C(=CC=2C3=CC=CC=C3CC12)C)C)C1=CC=CC=C1 (biphenylyl)(dimethylfluorenyl)(tert-butyldiphenylfluorenyl)(biphenylyl)(dimethylfluorenyl)(tert-butyldiphenylfluorenyl)amine